C(C)(C)(C)OC(=O)N1CCC(CC1)NC1=CN=CC2=CC=NC=C12 4-((2,6-naphthyridin-4-yl)amino)piperidine-1-carboxylic acid tert-butyl ester